(2R,3S)-2-(3-(5-methyl-1H-imidazo[4,5-b]pyridin-1-yl)propyl)piperidin-3-ol CC1=CC=C2C(=N1)N=CN2CCC[C@H]2NCCC[C@@H]2O